2,2'-ethylenebis[4,6-di-t-butylphenol] C(CC1=C(C(=CC(=C1)C(C)(C)C)C(C)(C)C)O)C1=C(C(=CC(=C1)C(C)(C)C)C(C)(C)C)O